ClCCCCCCCCCCCCCCCCCC1=NC=CC=C1 chloroheptadecylpyridine